BrC1=NC(=C(C(=O)NS(=O)(=O)C2=NC(=CC=C2)F)C=C1)N1C(C[C@@H](C1)CCCN1C(C2=CC=CC=C2C1=O)=O)(C)C (S)-6-bromo-2-(4-(3-(1,3-dioxoisoindolin-2-yl)propyl)-2,2-dimethylpyrrolidin-1-yl)-N-((6-fluoropyridin-2-yl)sulfonyl)nicotinamide